C1CCC2=CC=CC=C12 2,3-dihydro-1H-indene